C(C)OC(C(CC)C)=O 2-Methylbutyric acid (+-)-ethyl ester